C(#N)C1=CC(=NC=C1)N1C=C(C2=C1N=CN=C2N2[C@H](CN(CC2)C(=O)OC(C)(C)C)C)C=C tert-butyl (S)-4-(7-(4-cyanopyridin-2-yl)-5-vinyl-7H-pyrrolo[2,3-d]pyrimidin-4-yl)-3-methylpiperazine-1-carboxylate